O=C1NCC2=CC(=CC=C12)C1CCNCC1 1-oxo-5-(piperidin-4-yl)isoindolin